ClC=1C(=CC(=C(C(=O)NC)C1)OC(F)F)F 5-chloro-2-(difluoromethoxy)-4-fluoro-N-methylbenzamide